(2-(2-methyl-1,3-dioxolan-2-yl)ethyl)-3-phenyl-1H-pyrazole-4-carboxylic acid methyl ester COC(=O)C=1C(=NN(C1)CCC1(OCCO1)C)C1=CC=CC=C1